3-(4-methoxy-2-methylphenyl)butan-2-yl N-[(3-hydroxy-4-methoxypyridin-2-yl)carbonyl]-L-alaninate OC=1C(=NC=CC1OC)C(=O)N[C@@H](C)C(=O)OC(C)C(C)C1=C(C=C(C=C1)OC)C